C(N)(=O)N1CCN(CC1)C1=NC(=NO1)C=1C=C(C(=C(C1)NC(=O)C1=CN=C2N1C=CC=C2)C)F N-(5-(5-(4-carbamoylpiperazin-1-yl)-1,2,4-oxadiazol-3-yl)-3-fluoro-2-methylphenyl)imidazo[1,2-a]pyridine-3-carboxamide